[Br-].C(CCCCCCCCCCCCCCC)O[C@@H](COCOCC[N+](C)(C)C)COCCCCCCCCCCCCCCCC |r| rac-[2-(2,3-Dihexadecyloxypropyl-oxymethyloxy)ethyl]trimethylammonium bromide